NC=1C(=NC=C(N1)N1CCC(CC1)(C)N)C=1C(=C(C=CC1)N1CCN(CC1)CC=1C=C(C=CC1)C1C(NC(CC1)=O)=O)Cl 3-(3-((4-(3-(3-amino-5-(4-amino-4-methylpiperidin-1-yl)pyrazin-2-yl)-2-chlorophenyl)piperazin-1-yl)methyl)phenyl)piperidine-2,6-dione